2-(4-(5-(trifluoromethyl)pyridin-2-yloxy)piperidin-1-yl)ethanamine FC(C=1C=CC(=NC1)OC1CCN(CC1)CCN)(F)F